C1(=CC=CC=C1)NC=CC1=C(C(=NO1)C1=C(C=CC=C1Cl)Cl)C(=O)OC 5-[2-phenylaminovinyl]-4-methoxycarbonyl-3-(2,6-dichlorophenyl)isoxazole